FC=1C(=C(C=CC1)NC1=C(NC2=C1C(NCC2)=O)C2=C(C=NC=C2)C#C[C@@]2(N(CCC2)C(=O)OC(C)(C)C)C)OC tert-butyl (2R)-2-[2-(4-{3-[(3-fluoro-2-methoxyphenyl)amino]-4-oxo-1H,5H,6H,7H-pyrrolo[3,2-c]pyridin-2-yl}pyridin-3-yl)ethynyl]-2-methylpyrrolidine-1-carboxylate